ClC=1C=C(OCC(=O)O)C=C(C1CC1=CC(=C(C=C1)O)C1=CC=NS1)Cl 2-[3,5-dichloro-4-[(4-hydroxy-3-isothiazol-5-yl-phenyl)methyl]phenoxy]acetic acid